C(C)(=O)NC1=NC=CC(=C1)OC1=C(C=C(C=C1)NC(=O)C1=NC=CN(C1=O)C1=CC=C(C=C1)Br)F N-{4-[2-(acetamido)pyridin-4-yloxy]-3-fluorophenyl}-3-oxo-4-(4-bromophenyl)-3,4-dihydropyrazine-2-carboxamide